4-[3-[4-(Azepan-1-ylsulfonyl)phenyl]-3-oxoprop-1-enyl]benzoic acid N1(CCCCCC1)S(=O)(=O)C1=CC=C(C=C1)C(C=CC1=CC=C(C(=O)O)C=C1)=O